4-methyl-6-phenyl-5-acetyl-2-mercapto-1,6-dihydropyrimidine CC=1N=C(NC(C1C(C)=O)C1=CC=CC=C1)S